C(C=C)(=O)N1[C@H](CN(CC1)C1=NC(=NC=2CC3(CCC12)C=CC1=C(C=CC=C13)F)OC[C@H]1N(CCC1)C)CC#N 2-((2S)-1-propenoyl-4-(4-fluoro-2'-(((S)-1-methylpyrrolidin-2-yl)methoxy)-5',8'-dihydro-6'H-spiro[inden-1,7'-quinazolin]-4'-yl)piperazin-2-yl)acetonitrile